(S)-1-(pyridin-3-yl)ethylamine N1=CC(=CC=C1)[C@H](C)N